ibogamin CCC1CC2CC3C1N(C2)CCC4=C3NC5=CC=CC=C45